(2S)-1-{[6-(3-cyanopropoxy)-2-(2-methylbiphenyl-3-yl)-1,3-benzooxazol-5-yl]methyl}piperidine-2-carboxylic acid C(#N)CCCOC1=CC2=C(N=C(O2)C=2C(=C(C=CC2)C2=CC=CC=C2)C)C=C1CN1[C@@H](CCCC1)C(=O)O